C(=O)(OC(C)(C)C)NC(=O)OC(C)(C)C N,N-di-Bocamine